5-iodo-N2-methyl-pyridine-2,3-diamine IC=1C=C(C(=NC1)NC)N